C(C)(C)(C)OC(=O)N1C[C@H](CC1)C#CC(=O)O |r| (rac)-3-(1-(tert-butoxycarbonyl)pyrrolidin-3-yl)propiolic acid